tert-butyl (3S,4R)-3-({[3-chloro-5-(trifluoromethyl)phenyl]carbamoyl}amino)-4-(4-fluorophenyl)pyrrolidine-1-carboxylate ClC=1C=C(C=C(C1)C(F)(F)F)NC(=O)N[C@@H]1CN(C[C@H]1C1=CC=C(C=C1)F)C(=O)OC(C)(C)C